BrC1=CC(=C(C=C1C)C=1OC2=C(C=CC=C2C(C1)=O)Cl)OCC(N1C[C@@H]([C@@H](C1)O)O)=O |r| 2-[4-bromo-5-methyl-2-[2-oxo-2-[rac-(3S,4R)-3,4-dihydroxypyrrolidin-1-yl]ethoxy]phenyl]-8-chloro-chromen-4-one